Trityl-L-homoserine C(C1=CC=CC=C1)(C1=CC=CC=C1)(C1=CC=CC=C1)N[C@@H](CCO)C(=O)O